N-(2-(benzo[d]thiazol-2-yl)-5-methoxyphenyl)benzamide S1C(=NC2=C1C=CC=C2)C2=C(C=C(C=C2)OC)NC(C2=CC=CC=C2)=O